1,3-Bis(3-aminophenoxy)benzol NC=1C=C(OC2=CC(=CC=C2)OC2=CC(=CC=C2)N)C=CC1